FC(CN(CCO)C)(C(C(F)(F)F)(F)F)F 2-((2,2,3,3,4,4,4-heptafluorobutyl)(methyl)amino)ethan-1-ol